2-((1S)-2,2,2-trifluoro-1-(4-(2-fluoro-8,8-dimethyl-7,8-dihydro-6H-cyclopenta[e]pyrazolo[1,5-a]pyrimidin-6-yl)phenyl)ethyl)-8-oxa-2-azaspiro[4.5]decan-1-one FC([C@H](C1=CC=C(C=C1)C1CC(C2=C1C=NC=1N2N=C(C1)F)(C)C)N1C(C2(CC1)CCOCC2)=O)(F)F